C1=CC=CC=2SC3=CC=CC=C3N(C12)CCCS(=O)(=O)O 3-(10H-phenothiazin-10-yl)propane-1-sulfonic acid